(3R)-1-(8-fluoro-7-(6-fluoro-5-((Z)-prop-1-en-1-yl)-1H-indazol-4-yl)-2-(((2R,7aS)-2-fluorotetrahydro-1H-pyrrolizin-7a(5H)-yl)methoxy)pyrido[4,3-d]pyrimidin-4-yl)-3-methylpiperidin-3-ol FC1=C(N=CC2=C1N=C(N=C2N2C[C@@](CCC2)(O)C)OC[C@]21CCCN1C[C@@H](C2)F)C2=C1C=NNC1=CC(=C2\C=C/C)F